N-((R)-1-(((R)-4-(3-chlorophenyl)-1-(4,4,5,5-tetramethyl-1,3,2-dioxaborolan-2-yl)butyl)amino)-3-methoxy-1-oxopropan-2-yl)pyrazine-2-carboxamide ClC=1C=C(C=CC1)CCC[C@@H](B1OC(C(O1)(C)C)(C)C)NC([C@@H](COC)NC(=O)C1=NC=CN=C1)=O